C(C(C)C)OC=C ISOBUTYLVINYLETHER